N2-[2-(4,4-Diethyl-1-piperidinyl)-3-methylphenyl]-N5,N5-dimethylthiophene-2,5-disulfonamide C(C)C1(CCN(CC1)C1=C(C=CC=C1C)NS(=O)(=O)C=1SC(=CC1)S(=O)(=O)N(C)C)CC